C(C)(=O)OC1=C(C(=C(C(=C1)Cl)Cl)Cl)Cl 2,3,4,5-tetrachlorophenol acetate